BrC=1C=C(C2=C(N(C(=N2)OCC)C(C)C)C1)F 6-bromo-2-ethoxy-4-fluoro-1-isopropyl-1H-benzo[d]imidazole